C1(CC1)C=1N=NN(C1)[C@H](C(=O)N1[C@@H](C[C@H](C1)O)C(=O)NCCCC1=CC=NC2=CC=CC=C12)C(C)(C)C (2S,4r)-1-[(2S)-2-(4-cyclopropyl-triazol-1-yl)-3,3-dimethyl-butyryl]-4-hydroxy-N-[3-(4-quinolinyl)propyl]pyrrolidine-2-carboxamide